C(#N)C=1C=C(C=CC1F)NC(=O)C=1N(C(=C(C1C)C(C(=O)NC1(CC(C1)(F)F)C#C)=O)C)C N-(3-cyano-4-fluoro-phenyl)-4-[2-[(1-ethynyl-3,3-difluoro-cyclobutyl)amino]-2-oxo-acetyl]-1,3,5-trimethyl-pyrrole-2-carboxamide